6-(3-Bromo-1,2,4-thiadiazol-5-yl)-2-((5-fluoropyridin-3-yl)methyl)pyridazin-3(2H)-one BrC1=NSC(=N1)C=1C=CC(N(N1)CC=1C=NC=C(C1)F)=O